ClC=1C(=NC(=NC1)N[C@@H]1C[C@H]2CO[C@@H]([C@H]1O)O2)C=2C=C(C1=C(N(C(=N1)C(C)(C)N1CC(C1)F)C(C)C)C2)F (1S,3R,4S,5R)-3-((5-chloro-4-(4-fluoro-2-(2-(3-fluoroazetidin-1-yl)propan-2-yl)-1-isopropyl-1H-benzo[d]imidazol-6-yl)pyrimidin-2-yl)amino)-6,8-dioxabicyclo[3.2.1]octan-4-ol